NC1=CC=C(OC2(C3(C4=CC=CC=C4C2(C)C)CC(C2=CC=CC=C23)(C)C)OC2=CC=C(C=C2)N)C=C1 bis(4-aminophenoxy)-3,3,3',3'-tetramethyl-1,1'-spirobiindane